C(CCCCCCC(=O)OC1=CC=CC=C1)(=O)OC1=CC=CC=C1 diphenyl suberate